C1OCC12CC(NCC2)=O 2-oxa-7-azaspiro[3.5]nonan-6-one